4-amino-1-methyl-7-(trifluoromethyl)-1H-pyrazolo[4,3-c]quinoline-8-carboxylic acid NC1=NC=2C=C(C(=CC2C2=C1C=NN2C)C(=O)O)C(F)(F)F